C1(=CC=CC=2C3=CC=CC=C3CC12)COC(=O)NCC(=O)N1C(OC[C@H]1C(=O)O)(C)C (4S)-3-[2-[[fluorenylmethoxycarbonyl]amino]acetyl]-2,2-dimethyl-4-oxazolidinecarboxylic acid